N1C[C@H](CCC1)NC1=NC=CC(=N1)C=1C(=NC=CC1)OC1=CC=C(C=C1)C=1C(=C(C=CC1)S(=O)(=O)N)Cl ((S)-4-((3-(2-(piperidin-3-ylamino)pyrimidin-4-yl)pyridin-2-yl)oxy)phenyl)2-chlorobenzenesulfonamide